N-(2-(3-ethyl-3-methyl-2-phenylcyclobut-1-en-1-yl)phenyl)acetamide C(C)C1(C(=C(C1)C1=C(C=CC=C1)NC(C)=O)C1=CC=CC=C1)C